N-(2-hydroxy-5-(1-oxo-6-(3-(trifluoromethyl)phenyl)-3,4-dihydroisoquinolin-2(1H)-yl)phenyl)methanesulfonamide OC1=C(C=C(C=C1)N1C(C2=CC=C(C=C2CC1)C1=CC(=CC=C1)C(F)(F)F)=O)NS(=O)(=O)C